C(CCCCCC)NC(OCCCCCCCCCCC)=O undecyl N-heptylcarbamate